ethyl 5-(2-{[1-(3-chloro(2-pyridyl))-isopropyl]amino}pyrimidin-5-yl)-1,2,4-oxadiazole-3-carboxylate ClC=1C(=NC=CC1)C(C)(C)NC1=NC=C(C=N1)C1=NC(=NO1)C(=O)OCC